C1(CCCC1)NC1=CC=C(C=C1)C1C(CC2C(N1C(C1=C(C=CC=C1C)F)=O)COC2)C(=O)OC cis-methyl 2-[4-(cyclopentylamino) phenyl]-1-(2-fluoro-6-methyl-benzoyl)-3,4,4a,5,7,7a-hexahydro-2H-furo[3,4-b]pyridine-3-carboxylate